O1CCN(CC1)C=1C=C(C(=CC1)N)N 4-morpholinobenzene-1,2-diamine